4-(TRANS-4-HYDROXYCYCLOHEXYLCARBAMOYL)PHENYLBORONIC ACID O[C@@H]1CC[C@H](CC1)NC(=O)C1=CC=C(C=C1)B(O)O